OC1C(CN(CC1)C(=O)OC(C)(C)C)C tertbutyl 4-hydroxy-3-methylpiperidine-1-carboxylate